NC=1N(C=C(N1)/C(=C/C(=O)OCC)/C)COCC[Si](C)(C)C ethyl (E)-3-(2-amino-1-{[2-(trimethylsilyl)ethoxy]methyl}-4-imidazolyl)-2-butenoate